C(C)C=1C=CC=2N(C1C=O)C=NC2 6-ethylimidazo[1,5-a]pyridine-5-carbaldehyde